FC1=C(C=C(C=C1)B1OC(C(O1)(C)C)(C)C)B1OC(C(O1)(C)C)(C)C 2,2'-(4-Fluoro-1,3-phenylene)bis(4,4,5,5-tetramethyl-1,3,2-dioxaborolane)